[Ge].[Ge].[Si] silicon germanium (germanium)